2-(1-((1s,3s)-3-hydroxy-3-methylcyclobutoxy)pyrrolo[1,2-d][1,2,4]triazin-4-yl)-5-(trifluoromethyl)phenol OC1(CC(C1)OC=1C=2N(C(=NN1)C1=C(C=C(C=C1)C(F)(F)F)O)C=CC2)C